ClC1=C(C=C2C=NN(C2=C1)S(=O)(=O)C1=CC=C(C)C=C1)C[C@@H](CN)N(C)C (S)-3-(6-chloro-1-tosyl-1H-indazol-5-yl)-N2,N2-dimethylpropane-1,2-diamine